COC(=O)N1CCNCC1 4-methoxycarbonyl-piperazine